ClC1=C(C(=NC(=N1)CO)N1CCC(CC1)OC1=CC=C2CN(C(C2=C1)=O)C)C 6-((1-(6-chloro-2-(hydroxymethyl)-5-methylpyrimidin-4-yl)piperidin-4-yl)oxy)-2-methylisoindolin-1-one